CN(CCNC1=CC=C(C=N1)C(=O)OC)C Methyl 6-[[2-(dimethylamino)ethyl]amino]-3-pyridinecarboxylate